N-((1,2,3,5,6,7-Hexahydro-s-indacen-4-yl)carbamoyl)-2-(3-methyl-3H-diazirin-3-yl)ethane-1-sulfonamide, Potassium Salt [K].C1CCC2=C(C=3CCCC3C=C12)NC(=O)NS(=O)(=O)CCC1(N=N1)C